(S)-N-(1-(4-(benzylsulfanyl)-3-methylphenylamino)-1-oxo-3-phenylprop-2-yl)-5-fluoropyridinamide C(C1=CC=CC=C1)SC1=C(C=C(C=C1)NC([C@H](CC1=CC=CC=C1)NC(=O)C1=NC=C(C=C1)F)=O)C